N-(1-(2-furyl)cyclopropyl)pivaloamide O1C(=CC=C1)C1(CC1)NC(C(C)(C)C)=O